FC1=C(C=CC=C1C(F)(F)F)CC(=O)NC=1C=NC(=C(C1)F)N1C=NC(=C1)C1(CS(CC1)(=O)=O)O 2-(2-fluoro-3-(trifluoromethyl)phenyl)-N-(5-fluoro-6-(4-(3-hydroxy-1,1-dioxidotetrahydrothiophen-3-yl)-1H-imidazol-1-yl)pyridin-3-yl)acetamide